3-(5-((3-(4-(((1s,3s)-adamantane-1-yl)methyl)piperazin-1-yl)propyl)thio)-2-methyl-4-Oxoquinazolin-3(4H)-yl)piperidine-2,6-dione C12(CC3CC(CC(C1)C3)C2)CN2CCN(CC2)CCCSC2=C3C(N(C(=NC3=CC=C2)C)C2C(NC(CC2)=O)=O)=O